5'-bromo-1'-keto-2',3'-dihydro-1'H-spiro[cyclopropane-1,4'-isoquinoline]-7'-carboxylic acid Methyl ester COC(=O)C1=CC(=C2C3(CNC(C2=C1)=O)CC3)Br